(2S,3S)-N,N-Dimethyl-2-(phenylamino)-3-(o-tolyl)butanamide CN(C([C@H]([C@@H](C)C1=C(C=CC=C1)C)NC1=CC=CC=C1)=O)C